FC1=CC=C(C=C1)C=1C(=NN2C1C=C(C=C2)C(F)(F)F)NC(C[C@@](C)(C2=CC=CC=C2)O)=O (S)-N-(3-(4-fluorophenyl)-5-(trifluoromethyl)pyrazolo[1,5-a]pyridin-2-yl)-3-hydroxy-3-phenylbutanamide